NC1=C(C(=NC=2N1N=C(C2CC)C)NCCC=2C(N(C=CC2)CCCO)=O)C#N amino-3-ethyl-5-((2-(1-(3-hydroxypropyl)-2-oxo-1,2-dihydropyridin-3-yl)ethyl)amino)-2-methylpyrazolo[1,5-a]pyrimidine-6-carbonitrile